[Ru](Br)(Br)Br ruthenium(III) bromide